[4-({(1R,3R,4S)-3-({[tert-Butyl(dimethyl)silyl]oxy}methyl)-4-[(triisopropylsilyl)oxy]cyclopentyl}amino)pyrimidin-5-yl][4-(hydroxymethyl)-2-furyl]methanone [Si](C)(C)(C(C)(C)C)OC[C@H]1C[C@H](C[C@@H]1O[Si](C(C)C)(C(C)C)C(C)C)NC1=NC=NC=C1C(=O)C=1OC=C(C1)CO